C1(=C(C=CC=C1)C1=C(C2=C([Se]C3=C2C=CC=C3)C=C1)C1=C(C=CC=C1)C1=CC=CC=3C2=CC=CC=C2C2=CC=CC=C2C13)C1=CC=CC=C1 (biphenylyl)[(triphenyleneyl)phenyl]Dibenzoselenophen